monochloro-fluoromethyl-selenium Cl[Se]CF